FC1=C(C=CC=C1C[C@@H]1N(C[C@@H]([C@@H]1NS(=O)(=O)CC)F)C(=O)C1OCC1)C1=C(C=CC=C1)F N-[(2S,3R,4S)-2-[(2,2'-difluoro(1,1'-biphenyl)-3-yl)methyl]-4-fluoro-1-(oxetane-2-carbonyl)pyrrolidin-3-yl]-ethanesulfonamide